C(=C)(C1=CC=C(N(C)[Si](C)(C)C(C)(C)C)C=C1)C1=CC=C(N([Si](C)(C)C(C)(C)C)C)C=C1 4,4'-vinylidenebis[N-methyl-N-(t-butyldimethylsilyl)aniline]